N1(N=NN=C1)CCC (2S)-1-(1H-tetrazol-1-yl)propan